(Prop-2-yn-1-yl)piperidine C(C#C)N1CCCCC1